4-(6-ethoxy-1,3-benzothiazol-2-yl)-4-azatricyclo[5.2.1.02,6]dec-8-ene-3,5-dione C(C)OC1=CC2=C(N=C(S2)N2C(C3C4C=CC(C3C2=O)C4)=O)C=C1